(4-hydroxyphenyl)-1,2-ethanediol OC1=CC=C(C=C1)C(CO)O